N-methyl-N-(2-nitro-6-(trifluoromethyl)phenyl)methylsulfonamide CN(S(=O)=O)CC1=C(C=CC=C1C(F)(F)F)[N+](=O)[O-]